C(C)OC(=O)C=1C=NN(C1N)C1=C(C=C(C=C1)F)I.C(C)C1(COC1)COCC1=CC=C(C=C1)COCC1(COC1)CC 1,4-bis{[(3-ethyl-3-oxetanyl)methoxy]methyl}benzene ethyl-5-amino-1-(4-fluoro-2-iodo-phenyl)pyrazole-4-carboxylate